6-(1-(3-chloropyridin-2-yl)-3-(trifluoromethyl)-1H-pyrazole-5-carboxamido)-5-methyl-N-(2,2,2-trifluoroethyl)pyrazolo[1,5-a]pyridine-7-carboxamide ClC=1C(=NC=CC1)N1N=C(C=C1C(=O)NC=1C(=CC=2N(C1C(=O)NCC(F)(F)F)N=CC2)C)C(F)(F)F